COC1=CC(=NC=C1)N 4-methoxy-pyridin-2-amine